OC=1C(=CC=2C(=C3NC4=CC=CC=C4C3=CC2)C1N=NC1=CC=C(C=C1)N=C1NC(C2=C(C(=C(C(=C12)Cl)Cl)Cl)Cl)=O)C(=O)NC1=C(C=C(C=C1)OC)C 2-hydroxy-N-(2'-methyl-4'-methoxyphenyl)-1-{[4-[(4,5,6,7-tetrachloro-1-oxo-2,3-dihydro-1H-isoindol-3-ylidene)amino]phenyl]azo}-11H-benzo[a]-carbazole-3-carboxamide